C(CCOC=1C=C2C(OC(C2=CC1)=O)=O)OC=1C=C2C(OC(C2=CC1)=O)=O 5,5'-[1,3-propanediylbis(oxy)]bis[1,3-isobenzofurandione]